C(C)N(CC)P1(=NP(=NP(=N1)(N(CC)CC)N(CC)CC)(N(CC)CC)N(CC)CC)N(CC)CC hexa(diethylamino)cyclotriphosphazene